NC=1C2=C(N=CN1)N(C=C2C2=CC=C(C=C2)N)CC(C)(O)C 1-(4-amino-5-(4-aminophenyl)-7H-pyrrolo[2,3-d]pyrimidin-7-yl)-2-methylpropan-2-ol